O=C1C(C2CC1C2)C(=O)OCC ethyl 3-oxobicyclo[2.1.1]hexane-2-carboxylate